4-(1-{3-(cyanomethyl)-1-[1-(2,5-dibromobenzoyl)piperidin-4-yl]azetidin-3-yl}-1H-pyrazol-4-yl)-1H-pyrrolo[2,3-b]pyridine-5-carbonitrile C(#N)CC1(CN(C1)C1CCN(CC1)C(C1=C(C=CC(=C1)Br)Br)=O)N1N=CC(=C1)C1=C2C(=NC=C1C#N)NC=C2